FC(N1C(=NC2=C(C=C(C=C2C1=O)C)[C@@H](C)NC1=C(C=C(C=C1)F)S(=O)(=O)C)N1CCOCC1)F (R)-3-(difluoromethyl)-8-(1-((4-fluoro-2-(methylsulfonyl)phenyl)amino)ethyl)-6-methyl-2-morpholinoquinazolin-4(3H)-one